ClC1=CN=C(S1)C1=NOC(=N1)C1=CCCC(O1)(C)C (S)-6-(3-(5-chlorothiazol-2-yl)-1,2,4-oxadiazol-5-yl)-2,2-dimethyl-3,4-dihydro-2H-pyran